N-(2-(2-(cyclopropanesulfonamido)thiazol-4-yl)propan-2-yl)-2-fluoro-4-(6-isopropoxypyrazin-2-yl)benzamide C1(CC1)S(=O)(=O)NC=1SC=C(N1)C(C)(C)NC(C1=C(C=C(C=C1)C1=NC(=CN=C1)OC(C)C)F)=O